ClC=1C=C(C=CC1F)C1CN2[C@H](CS1)CN(CC2)C(=O)C2=C(C(=CC=C2)OC)Cl [(9aS)-3-(3-chloro-4-fluoro-phenyl)-3,4,6,7,9,9a-hexahydro-1H-pyrazino[2,1-c][1,4]thiazin-8-yl]-(2-chloro-3-methoxyphenyl)methanone